N,N'-Bis[(2-hydroxy-5-nitrophenyl)-methylen]-1,2-diaminocyclohexan OC1=C(C=C(C=C1)[N+](=O)[O-])C=NC1C(CCCC1)N=CC1=C(C=CC(=C1)[N+](=O)[O-])O